O[C@@H](CNCC1CN(C1)C(C)=O)[C@H]([C@@H](CO)O)O 1-[3-[[[(2S,3R,4R)-2,3,4,5-tetrahydroxypentyl]amino]methyl]azetidin-1-yl]ethanone